ClC1=C(C=CC=C1)NNC(=O)C=1C(=NN(C1)C=1SC=CN1)CC N'-(2-chlorophenyl)-3-ethyl-1-(thiazol-2-yl)-1H-pyrazole-4-carbohydrazide